OC[C@@H](C(C)(C)C)NC(=O)C=1C=NC2=C(C=C(C=C2C1)OC)N1CCC(CC1)C(F)(F)F (R)-N-(1-hydroxy-3,3-dimethylbutan-2-yl)-6-methoxy-8-(4-(trifluoromethyl)piperidin-1-yl)quinoline-3-carboxamide